CC1=NSC(=C1)C=1CCN(CC1)C(=O)O 4-(3-methylisothiazol-5-yl)-3,6-dihydropyridine-1(2H)-carboxylic acid